FC1=CC=C(C=C1)NNC(=O)C1=NC2=CC=CC=C2C=C1 N'-(4-fluorophenyl)quinoline-2-carbohydrazide